C(CCCCCCC)N(CN1N=C2C(=N1)C=CC=C2)CCCCCCCC N,N-dioctyl-2H-benzotriazole-2-methanamine